1,3-Dimethyl-Tetrahydropyrimidin-2(1H)-one CN1C(N(CCC1)C)=O